3-ethynyl-N-(1-(2-methoxyethyl)-1H-pyrazol-4-yl)imidazo[1,2-a]Pyrazine-8-amine C(#C)C1=CN=C2N1C=CN=C2NC=2C=NN(C2)CCOC